manganese-zinc selenide [Se-2].[Zn+2].[Mn+2].[Se-2]